BrCCCC(OC)OC 4-Bromo-1,1-dimethoxy-butane